C(C)[C@@H]1C[C@@H](N(C[C@@H]1F)C(=O)N[C@@H](C)\C=C\S(=O)(=O)C)C1=CC=CC=C1 |&1:2,4,7| rac-(2R,4R,5R)-4-ethyl-5-fluoro-N-((S,E)-4-(methylsulfonyl)but-3-en-2-yl)-2-phenylpiperidine-1-carboxamide